NCCCN(C(OC(C)(C)C)=O)CCCCNC(=O)OC(C)(C)C tert-butyl (3-aminopropyl)(4-((tert-butoxycarbonyl)amino)butyl)carbamate